5-(4-chloro-2-fluorophenyl)-3-cyclohexyl-2-methyl-7-((2S)-2-(1-methyl-1H-pyrazol-4-yl)-4-morpholinyl)pyrido[4,3-d]pyrimidin-4(3H)-one ClC1=CC(=C(C=C1)C1=NC(=CC=2N=C(N(C(C21)=O)C2CCCCC2)C)N2C[C@@H](OCC2)C=2C=NN(C2)C)F